3-Bromo-N-(3,5-dimethoxy-2,6-dimethylphenyl)-5,6-dimethylpyridin-2-amine BrC=1C(=NC(=C(C1)C)C)NC1=C(C(=CC(=C1C)OC)OC)C